1-[(1S)-3-bromo-1-(bromomethyl)propoxy]-3-chloro-benzene BrCC[C@H](OC1=CC(=CC=C1)Cl)CBr